C(C)S(=O)(=O)C1=CC=C(CC2=C(C(=O)N)C=CC(=C2)N2[C@H](CC(C2)C2=CC=C(C=C2)C(F)(F)F)COC)C=C1 (4-(ethylsulfonyl)benzyl)-4-((2R)-2-(methoxymethyl)-4-(4-(trifluoromethyl)phenyl)pyrrolidin-1-yl)benzamide